CC1CN(C(=CC1)C1=CC(=CC=C1)S(NC)(=O)=O)C(=O)OC(C)(C)C tert-butyl 3-methyl-6-[3-(methylsulfamoyl)phenyl]-3,4-dihydro-2H-pyridine-1-carboxylate